C1(CCCC1)[C@@H](CC#N)N1N=CC(=C1)B1OC(C(O1)(C)C)(C)C (R)-3-Cyclopentyl-3-(4-(4,4,5,5-tetramethyl-1,3,2-dioxaborolan-2-yl)-1H-pyrazol-1-yl)propanenitrile